CC1=C(C=C(C=C1)NC(C1=CC(=CC=C1)C(F)(F)F)=O)N1CC2=C(N=C(N=C2)NC=2C=NC(=CC2)C)C2(C1=O)CC2 N-(4-Methyl-3-(2'-((6-methylpyridin-3-yl)amino)-7'-oxo-5'H-spiro[cyclopropane-1,8'-pyrido[4,3-d]pyrimidine]-6'(7'H)-yl)phenyl)-3-(trifluoromethyl)benzamide